COC1=CC=C2C(NC(=NC2=C1C(C)N1C(OC(C2=C1C=CC=C2)=O)=O)N2CCOCC2)=O 1-{1-[7-methoxy-2-(morpholin-4-yl)-4-oxo-3,4-dihydroquinazolin-8-yl]ethyl}-2,4-dihydro-1H-3,1-benzoxazine-2,4-dione